BrC=1C=CC2=C(N=C(S2)C23CN(CC(C2)C3)C(=O)OC(C)(C)C)C1 tert-butyl 1-(5-bromobenzo[d]thiazol-2-yl)-3-azabicyclo[3.1.1]heptane-3-carboxylate